N1=C(C=CC=C1)CN(S(=O)(=O)C)CC1=CC=C(C(=O)OC)C=C1 methyl 4-((N-(pyridin-2-ylmethyl)methylsulfonamido)methyl)benzoate